2-Ethylsulfanyl-N-(3-methoxy-propyl)-4-methyl-6-morpholin-4-yl-pyridine-3-carboxylic acid amide C(C)SC1=NC(=CC(=C1C(=O)NCCCOC)C)N1CCOCC1